FC1=C(CC2=NC3=C(N2C[C@H]2OCC2)C=C(C=C3OC)C(=O)OC)C=C(C(=C1)C1=NC(=CC=C1)O)F methyl (S)-2-(2,5-difluoro-4-(6-hydroxypyridin-2-yl)benzyl)-4-methoxy-1-(oxetan-2-ylmethyl)-1H-benzo[d]imidazole-6-carboxylate